CC1=CC(=CO1)[C@H]1NOCC1 (3S)-3-(5-methylfuran-3-yl)isoxazolidine